C(#C)C=1C(=CC=C2C=C(C=C(C12)C1=C(C2=C(C=N1)C(=NN2C)C2C1CN(C(C2=O)CC1)C(=O)OC(C)(C)C)F)OCOC)F tert-butyl 5-[6-[8-ethynyl-7-fluoro-3-(methoxymethoxy)-1-naphthyl]-7-fluoro-1-methyl-pyrazolo[4,3-c]pyridin-3-yl]-6-oxo-2-azabicyclo[2.2.2]octane-2-carboxylate